FC(S(=O)[O-])(F)F.[Zn+2].FC(S(=O)[O-])(F)F zinc(II) trifluoro-methanesulfinate